N4-(benzo[d]oxazol-2(3H)-on-5-yl)-N2-(6-(piperazin-1-yl)pyridin-3-yl)-5-methylpyrimidine-2,4-diamine O1C(NC2=C1C=CC(=C2)NC2=NC(=NC=C2C)NC=2C=NC(=CC2)N2CCNCC2)=O